N1(CCOCC1)C1=C(C=CC=C1)Br 2-(N-morpholinyl)bromobenzene